CN(C(=O)N)C(C)C=1C=2C=CC=NC2C(NC1)=O 1-methyl-1-(1-(8-oxo-7,8-dihydro-1,7-naphthyridin-5-yl)ethyl)urea